FC1(CC(C1)([C@@H](C1=NN=CN1C)F)C=1C=C(C=CC1)N1C(C2=CC(=CC(=C2C1)C(F)(F)F)CN1[C@H](CN(CC1)C)C(C)C)=O)F 2-(3-(3,3-difluoro-1-((S)-fluoro(4-methyl-4H-1,2,4-triazol-3-yl)methyl)cyclobutyl)phenyl)-6-(((S)-2-isopropyl-4-methylpiperazin-1-yl)methyl)-4-(trifluoromethyl)isoindolin-1-one